N-(5-((1s,3s)-3-((4-isopropylpyridazin-3-yl)oxy)cyclobutyl)-1H-pyrazol-3-yl)thiazolo[5,4-c]pyridin-4-amine C(C)(C)C1=C(N=NC=C1)OC1CC(C1)C1=CC(=NN1)NC1=NC=CC2=C1SC=N2